N-(6-(1-(2-(4,4-difluoropiperidin-1-yl)thiazol-4-yl)-1H-1,2,3-triazol-4-yl)-5-(6-azaspiro[2.5]oct-6-yl)pyridin-3-yl)-2-hydroxyethane-1-sulfonamide FC1(CCN(CC1)C=1SC=C(N1)N1N=NC(=C1)C1=C(C=C(C=N1)NS(=O)(=O)CCO)N1CCC2(CC2)CC1)F